methyl 4-((2-oxopropanoyl)oxy)but-2-enoate O=C(C(=O)OCC=CC(=O)OC)C